C[C@H]1C[C@H](N(C[C@H]1C)C(C(=O)NC=1C=C(C=NC1)C(=O)N)=O)C1=CC=CC=C1 5-[[2-[(2S,4S,5S)-4,5-dimethyl-2-phenyl-1-piperidyl]-2-oxo-acetyl]amino]pyridine-3-carboxamide